(S)-9-amino-1-(9H-fluoren-9-yl)-3,10-dioxo-2,14,17-trioxa-4,11-diazaicosan-20-oic acid N[C@@H](CCCCNC(OCC1C2=CC=CC=C2C=2C=CC=CC12)=O)C(NCCOCCOCCC(=O)O)=O